2-chloro-9-[[4-[5-methyl-2-(trifluoromethyl)oxazol-4-yl]phenyl]methyl]-7-(2,2,2-trifluoroethyl)purin-8-imine ClC1=NC=C2N(C(N(C2=N1)CC1=CC=C(C=C1)C=1N=C(OC1C)C(F)(F)F)=N)CC(F)(F)F